2,2,3,3,4,4,5,5,6,6,7,7,8,8,9,9,9-heptadecafluorononyl-ethylene glycol FC(CC(CO)O)(C(C(C(C(C(C(C(F)(F)F)(F)F)(F)F)(F)F)(F)F)(F)F)(F)F)F